4-[7-[6-amino-3-(trifluoromethyl)-2-pyridinyl]-6-(azetidin-1-yl)quinazolin-4-yl]Piperazine-1-carboxylic acid tert-butyl ester C(C)(C)(C)OC(=O)N1CCN(CC1)C1=NC=NC2=CC(=C(C=C12)N1CCC1)C1=NC(=CC=C1C(F)(F)F)N